tridecylmethylenediamine C(CCCCCCCCCCCC)C(N)N